6-chloro-N-methyl-5-[4-({4-oxo-2h,3h,5h-furo[3,2-c]quinolin-7-yl}methyl)piperazin-1-yl]pyridine-2-carboxamide ClC1=C(C=CC(=N1)C(=O)NC)N1CCN(CC1)CC=1C=CC=2C3=C(C(NC2C1)=O)CCO3